1-((S)-1-{5-[(R)-(1,3-Dimethyl-azetidin-3-yl)-hydroxy-(4-isopropyl-phenyl)-methyl]-pyridin-3-yl}-pyrrolidin-3-yl)-ethanone CN1CC(C1)(C)[C@@](C=1C=C(C=NC1)N1C[C@H](CC1)C(C)=O)(C1=CC=C(C=C1)C(C)C)O